2-{[(1R)-1-(4-chlorophenyl)-7-fluoro-5-{1-hydroxy-1-[trans-4-hydroxycyclohexyl]propyl}-1-[(2R)-2-hydroxypropoxy]-3-oxo-2,3-dihydro-1H-isoindol-2-yl]methyl}pyrimidine-5-carbonitrile ClC1=CC=C(C=C1)[C@@]1(N(C(C2=CC(=CC(=C12)F)C(CC)([C@@H]1CC[C@H](CC1)O)O)=O)CC1=NC=C(C=N1)C#N)OC[C@@H](C)O